(2-(2-acetamidopropane-2-yl)thiazol-4-yl)boronic acid C(C)(=O)NC(C)(C)C=1SC=C(N1)B(O)O